NCC1=C(C=O)C=C(C=C1)O 2-(AMINOMETHYL)-5-HYDROXYBENZALDEHYDE